(1-((1-((1-methoxypropan-2-yl)oxy)propan-2-yl)oxy)prop-1-en-2-yl)-3-(3-((1-((1-methoxypropan-2-yl)oxy)propan-2-yl)oxy)prop-1-en-2-yl)benzene COCC(C)OCC(C)OC=C(C)C1=CC(=CC=C1)C(=C)COC(COC(COC)C)C